(S)-4-(2-(4-(2-((4-chloro-2-fluorobenzofuran-7-yl)methoxy)phenyl)cyclohexyl)acetamido)-3-((Oxetan-2-ylmethyl)amino)benzoic acid methyl ester COC(C1=CC(=C(C=C1)NC(CC1CCC(CC1)C1=C(C=CC=C1)OCC1=CC=C(C=2C=C(OC21)F)Cl)=O)NC[C@H]2OCC2)=O